C(CCCCCCCCCCCCCC)(=O)OCCCCCCCCCCCCCCCCCCCCCCCCCCCC montanyl pentadecanoate